1,1,1,3,3,3-hexafluoro-propan-2-yl (±)-1-((6-carbamoyl-pyridin-3-yl)carbamoyl)-6-azaspiro[2.5]octane-6-carboxylate C(N)(=O)C1=CC=C(C=N1)NC(=O)[C@@H]1CC12CCN(CC2)C(=O)OC(C(F)(F)F)C(F)(F)F |r|